1-(3-Methyl-1-(piperidin-4-yl)-1H-indol-4-yl)dihydropyrimidine-2,4(1H,3H)-dione CC1=CN(C2=CC=CC(=C12)N1C(NC(CC1)=O)=O)C1CCNCC1